C(C)(C)(C)N1CCN(CC1)C1=NC(=NC(=C1)C(F)(F)F)N1[C@H](CC1)C tert-Butyl-(S)-4-(2-(2-methylazetidin-1-yl)-6-(trifluoromethyl)pyrimidin-4-yl)piperazin